2-((3-(5-Isopropoxy-4-(trifluoromethyl)pyridin-2-yl)-1,2,4-thiadiazol-5-yl)amino)-N,N-dimethylnicotinamide C(C)(C)OC=1C(=CC(=NC1)C1=NSC(=N1)NC1=C(C(=O)N(C)C)C=CC=N1)C(F)(F)F